FC=1C=C(C=C(C1F)C=1C=NN=NC1)O 3,4-difluoro-5-(1,2,3-triazin-5-yl)phenol